BrC=CCCCCCCC bromononene